CN1C(CCC1)CNC([O-])=O ((1-methylpyrrolidin-2-yl)methyl)carbamate